C(C=C)N1C(=NN=C1N)N 4-(prop-2-en-1-yl)-4H-1,2,4-triazol-3,5-diamine